BrC=1C=C(C=C2C(N(C(=NC12)N1CCC2(COC2)CC1)C)=O)C 8-bromo-3,6-dimethyl-2-(2-oxa-7-azaspiro[3.5]nonan-7-yl)quinazolin-4(3H)-one